3-(3-((tert-butyldimethylsilyl)oxy)propoxy)-4-chloro-5-nitrobenzamide [Si](C)(C)(C(C)(C)C)OCCCOC=1C=C(C(=O)N)C=C(C1Cl)[N+](=O)[O-]